(S)-N-(5-Chloro-3-methyl-1H-pyrazol-4-yl)-5-fluoro-4-(5-(2-hydroxypropan-2-yl)-1-methyl-1H-1,2,4-triazol-3-yl)-2-((1,1,1-trifluoropropan-2-yl)oxy)benzamide ClC1=C(C(=NN1)C)NC(C1=C(C=C(C(=C1)F)C1=NN(C(=N1)C(C)(C)O)C)O[C@H](C(F)(F)F)C)=O